porphyrin, sodium salt [Na].C12=CC=C(N1)C=C1C=CC(=N1)C=C1C=CC(N1)=CC=1C=CC(N1)=C2